ClC=1C(=C(C=CC1)C1=NC(=CC=C1CO)N1C=NC2=C1C=C(C(=C2)OC)OC)F (2-(3-chloro-2-fluorophenyl)-6-(5,6-dimethoxy-1H-benzo[d]imidazol-1-yl)pyridin-3-yl)methanol